N-[4-(cyclopentyloxy)-3-fluorophenyl]-2-(pyrrolidin-1-yl)-5-(2,2,2-trifluoroethyl)oxazole-4-carboxamide C1(CCCC1)OC1=C(C=C(C=C1)NC(=O)C=1N=C(OC1CC(F)(F)F)N1CCCC1)F